BrC1=C(C=C(C=N1)C1(CC(C1)C)C#N)Cl 1-(6-bromo-5-chloropyridin-3-yl)-3-methylcyclobutane-1-carbonitrile